1-[5-(5-chloro-2-methoxypyridin-4-yl)-1H-pyrazole-3-carbonyl]-N-[(3,3-dimethyloxetan-2-yl)methyl]piperidine-4-carboxamide ClC=1C(=CC(=NC1)OC)C1=CC(=NN1)C(=O)N1CCC(CC1)C(=O)NCC1OCC1(C)C